3-butoxy-N-(3-(morpholine-4-carbonyl)phenyl)benzamide C(CCC)OC=1C=C(C(=O)NC2=CC(=CC=C2)C(=O)N2CCOCC2)C=CC1